C(C=C)OCCOC1=C(C=C2C(=N1)C(=CN2C(=O)OC(C)(C)C)CC#N)Cl tert-Butyl 5-(2-(allyloxy)ethoxy)-6-chloro-3-(cyanomethyl)-1H-pyrrolo[3,2-b]pyridine-1-carboxylate